2-(3-Fluoro-phenyl)-N-(2-methoxy-6-methyl-4-morpholin-4-yl-phenyl)-acetamide FC=1C=C(C=CC1)CC(=O)NC1=C(C=C(C=C1C)N1CCOCC1)OC